BrC=1C=C(C=2C=NNC2C1)C(=O)NCC=1N=C2N(C=C(C=C2)CNCC2CCCCC2)C1 6-bromo-N-[(6-{[(cyclohexyl-methyl)amino]methyl}imidazo[1,2-a]pyridin-2-yl)methyl]-1H-indazole-4-carboxamide